Azetidin-1-yl(2-(2,4-difluoro-3-hydroxy-5-(trifluoromethyl)phenyl)benzo[d]oxazol-5-yl)methanone N1(CCC1)C(=O)C=1C=CC2=C(N=C(O2)C2=C(C(=C(C(=C2)C(F)(F)F)F)O)F)C1